C(C)(=O)N[C@H](C(=O)N1[C@@H](C[C@H](C1)O)C(=O)N[C@@H](C)C1=CC=C(C=C1)C(C)(C)C)C(C)(C)C (2S,4R)-1-((S)-2-acetamido-3,3-dimethylbutanoyl)-N-((S)-1-(4-(tert-butyl)phenyl)ethyl)-4-hydroxypyrrolidine-2-carboxamide